(E)-4-(cyclopentyloxy)-2-hydroxy-3-(3-methylbut-2-en-1-yl)-6-(4-(trifluoromethyl)styryl)benzoic acid C1(CCCC1)OC1=C(C(=C(C(=O)O)C(=C1)\C=C\C1=CC=C(C=C1)C(F)(F)F)O)CC=C(C)C